1-((trans)-2-(4-(benzyloxy)phenyl)cyclopropyl)cyclohexane-1,4-diamine C(C1=CC=CC=C1)OC1=CC=C(C=C1)[C@H]1[C@@H](C1)C1(CCC(CC1)N)N